3-chloro-1-[(cyanomethyl)amino]-6-{[6-(difluoromethyl)-2-methylpyridin-3-yl]methyl}-7,8-dihydro-5H-2,6-naphthyridine-4-carbonitrile ClC=1N=C(C=2CCN(CC2C1C#N)CC=1C(=NC(=CC1)C(F)F)C)NCC#N